N,N'-bismethyleneiminoisophthalamide C1NC(C=2C3=C(C(=O)NC3)C1C(C2)=N)=O